3,7-dimethyloct-1-ene CC(C=C)CCCC(C)C